C1(C=CC(N1CCCC(=O)ON1C(CCC1=O)=O)=O)=O N-gamma-maleimidobutyryl-oxy-succinimide